BrC1=CC=CC=2C=3N(C(=NC12)N[C@H](C(=O)N)CC)N=C(N3)C=3C=NN(C3)C (2S)-2-{[7-bromo-2-(1-methyl-1H-pyrazol-4-yl)[1,2,4]triazolo[1,5-c]quinazolin-5-yl]amino}butanamide